NC=1C(=C(C(=O)NC2=C(C=C(C=C2C(F)(F)F)C(C(F)(F)F)C(F)(F)F)Br)C=CC1)F 3-amino-N-[2-bromo-4-(1,1,1,3,3,3-hexafluoroprop-2-yl)-6-trifluoromethylphenyl]-2-fluorobenzamide